4-bromo-1-((4,4-difluorocyclohexyl)methyl)-5-methyl-1H-pyrazole BrC=1C=NN(C1C)CC1CCC(CC1)(F)F